FC(C(C(=O)N1C[C@H]2OC3=C([C@@H]1C2)C=NC=C3C#CC=3C=NC=2N(C3)C=NC2)(C)C)F 3,3-difluoro-1-((2S,5S)-9-(imidazo[1,5-a]pyrimidin-3-ylethynyl)-2,3-dihydro-2,5-methanopyrido[3,4-f][1,4]oxazepin-4(5H)-yl)-2,2-dimethylpropan-1-one